C(C)N1N=NC2=C1C=CC(=C2C)[C@H]([C@H](C(=O)OCC2=CC=CC=C2)C)C2=CC(=C(C=C2)C)CO (2R,3R)-benzyl 3-(1-ethyl-4-methyl-1H-benzo[d][1,2,3]triazol-5-yl)-3-(3-(hydroxymethyl)-4-methylphenyl)-2-methylpropanoate